CCCCCC\C=C/CCCCCC Z-7-tetradecene